N'-(3,4-dimethylpyridin-2-yl)-N,N-dimethylformimidamide CC=1C(=NC=CC1C)N=CN(C)C